1-(2,6-dichloropyridin-4-yl)-3-(2-hydroxymethylphenyl)urea ClC1=NC(=CC(=C1)NC(=O)NC1=C(C=CC=C1)CO)Cl